C[C@@]1([C@@](O)(O[C@H]([C@@H]1O)[C@H](O)CO)C=CC)O methylpropenyl-α-D-galactofuranose